C(C)(=O)C1=C(NC2=C(C=CC(=C2C1=O)Cl)Br)S\C=C/C(=O)O (Z)-3-((3-acetyl-8-bromo-5-chloro-4-oxo-1,4-dihydroquinolin-2-yl)thio)acrylic acid